tert-butyl 3-(azetidin-1-yl)-4-(6-chlorobenzo[d][1,3]dioxol-5-yl)butanoate N1(CCC1)C(CC(=O)OC(C)(C)C)CC1=CC2=C(OCO2)C=C1Cl